(S)-3,3'-bis(4-tert-butylphenyl)-1,1'-binaphthol C(C)(C)(C)C1=CC=C(C=C1)C1=C(C(=C2C=CC=CC2=C1)C1=CC(=CC2=CC=CC=C12)C1=CC=C(C=C1)C(C)(C)C)O